O=C(C(=O)NC=1C2=C(C=NC1)C=NN2COCC[Si](C)(C)C)N2[C@H](CC[C@@H](C2)C)C=2C=CC1=C(N=C(S1)C)C2 2-oxo-2-[(2R,5S)-5-methyl-2-(2-methyl-1,3-benzothiazol-5-yl)-1-piperidyl]-N-[1-(2-trimethylsilylethoxymethyl)pyrazolo[4,3-c]pyridin-7-yl]acetamide